bis(2,4-difluorophenylpyridine) tetra(1-pyrazolyl)borate N1(N=CC=C1)[B-](N1N=CC=C1)(N1N=CC=C1)N1N=CC=C1.FC1=C(C=CC(=C1)F)C1=NC=CC=C1.FC1=C(C=CC(=C1)F)C1=NC=CC=C1